7,3'-dimethoxyflavone COC1=CC=C2C(C=C(OC2=C1)C1=CC(=CC=C1)OC)=O